C(#N)C=1C=C(C=CC1[Si](C)(C)C)NC(C(C1=CC=C(C=C1)COC)NC(=O)C1CNC(C1)=O)=O N-(2-((3-cyano-4-(trimethylsilyl)phenyl)amino)-1-(4-(methoxymethyl)phenyl)-2-oxoethyl)-5-oxopyrrolidine-3-carboxamide